2-[4-(5-bromo-6-methylpyridin-2-yl)-1-methyl-1H-1,2,3-triazol-5-yl]ethan-1-ol BrC=1C=CC(=NC1C)C=1N=NN(C1CCO)C